C(C1=CC=CC=C1)O[C@H]1C(O[C@@H]([C@H]1OCC1=CC=CC=C1)COCC1=CC=CC=C1)(O)C1=CSC2=C1N=CN=C2OC2=CC=CC=C2 (3R,4R,5R)-3,4-bis(benzyloxy)-5-((benzyloxy)methyl)-2-(4-phenoxythieno[3,2-d]pyrimidin-7-yl)tetrahydrofuran-2-ol